C1(CC1)C1=NC(=C(C(=C1C)NC(=O)N=S(=O)(N)C=1SC=C(C1)C(C)(C)O)C)C1CC1 N'-((2,6-dicyclopropyl-3,5-dimethylpyridin-4-yl)carbamoyl)-4-(2-hydroxypropan-2-yl)thiophene-2-sulfonimidamide